C(C)(C)(C)OC(=O)N1CC(C1)C1=NC=2N(C(=C1)N(CC1=CC=C(C=C1)C1=NC=CC=C1)C(=O)OC(C)(C)C)N=CC2C2CC2 3-(7-((tert-Butoxycarbonyl)(4-(pyridin-2-yl)benzyl)amino)-3-cyclopropylpyrazolo[1,5-a]pyrimidine-5-yl)azetidine-1-carboxylic acid tert-butyl ester